CN1C(=NC2=C3N=CC=NC3=CC(=C21)C)N 3,4-dimethylimidazo[4,5-F]quinoxalin-2-amine